C(N)(=O)C1=NN(C2=NC=C(C=C21)C(=O)N=[N+]=[N-])CC(=O)N(C2CC2)CC(=O)NCC2=C(C(=CC=C2)Cl)F 3-carbamoyl-1-(2-((2-((3-chloro-2-fluorobenzyl)amino)-2-oxoethyl)(cyclopropyl)amino)-2-oxoethyl)-1H-pyrazolo[3,4-b]Pyridine-5-carbonyl azide